6-chloro-N4-phenylpyridine-3,4-diamine ClC1=CC(=C(C=N1)N)NC1=CC=CC=C1